COC(=O)C=1C(=CC=C(C1Br)C)C1=CC=CC=C1 3-bromo-4-methyl-[1,1'-biphenyl]-2-carboxylic acid methyl ester